(2S,5R)-benzyl 1-((S)-2-(tert-butoxycarbonylamino)-3-methylbutanoyl)-5-(5-methylfuran-2-yl)pyrrolidine-2-carboxylate C(C)(C)(C)OC(=O)N[C@H](C(=O)N1[C@@H](CC[C@@H]1C=1OC(=CC1)C)C(=O)OCC1=CC=CC=C1)C(C)C